tert-butyl (R)-3-(4-(3-(hydroxymethyl) isoxazol-5-yl)-N-(8-methylisoquinolin-1-yl)piperidine-1-carboxamido)piperidine-1-carboxylate OCC1=NOC(=C1)C1CCN(CC1)C(=O)N(C1=NC=CC2=CC=CC(=C12)C)[C@H]1CN(CCC1)C(=O)OC(C)(C)C